4-(2-isopropyl-1H-imidazol-1-yl)benzene-1,2-diamine C(C)(C)C=1N(C=CN1)C=1C=C(C(=CC1)N)N